FC(CN1C(=NC2=C1C=CC=C2C2=CC=C(C=N2)C(=O)N2CCOCC2)C(F)(F)F)F (6-(1-(2,2-difluoroethyl)-2-(trifluoromethyl)-1H-benzimidazol-4-yl)pyridin-3-yl)(morpholin-4-yl)methanone